C1N(CC12CNC2)CC2=NC(=NO2)C(C)(F)F 5-(2,6-diazaspiro[3.3]heptan-2-ylmethyl)-3-(1,1-difluoroethyl)-1,2,4-oxadiazole